2-[1-[(2R)-2-[2-(difluoromethoxy)phenyl]-2-(oxacyclohex-4-yloxy)ethyl]-5-methyl-6-(1,3-oxazol-2-yl)-2,4-dioxo-1H,2H,3H,4H-thieno[2,3-d]pyrimidin-3-yl]-2-methylpropionic acid FC(OC1=C(C=CC=C1)[C@H](CN1C(N(C(C2=C1SC(=C2C)C=2OC=CN2)=O)C(C(=O)O)(C)C)=O)OC2CCOCC2)F